ClC1=NC(=CC(=N1)NC[C@@H](C)O)Cl (R)-1-((2,6-dichloropyrimidin-4-yl)amino)propan-2-ol